2-(5-(methoxy-d3)indol-3-yl)-N,N-dimethylethan-1-amine C(OC=1C=C2C(=CNC2=CC1)CCN(C)C)([2H])([2H])[2H]